(anetholesulfonate) lithium salt [Li+].C=1(C(=CC(C=CC)=CC1)S(=O)(=O)[O-])OC